(R)-N-(6-(1H-1,2,3-triazol-1-yl)-5-(trifluoromethyl)pyridin-3-yl)-2-chloro-8-methyl-8-(trifluoromethyl)-7,8-dihydro-6H-pyrazolo[1,5-a]pyrrolo[2,3-e]pyrimidine-6-carboxamide N1(N=NC=C1)C1=C(C=C(C=N1)NC(=O)N1C[C@](C2=C1C=NC=1N2N=C(C1)Cl)(C(F)(F)F)C)C(F)(F)F